P1(OC2=C(C=C(C=C2C(C)(C)C)C(C)(C)C)CCC2=C(C(=CC(=C2)C(C)(C)C)C(C)(C)C)O1)OF ethylenebis(4,6-di-tert-butylphenyl) fluoro phosphite